OC(=O)C(F)(F)F.NCCSSCCNC(CCC(=O)O)=O 4-((2-((2-aminoethyl)disulfanyl)ethyl)amino)-4-oxobutanoic acid TFA salt